(2R,6S)-2-chloro-2',6'-dimethyl-spiro[4,5-dihydrothieno[2,3-c]pyran-7,4'-piperidin]-4-ol ClC1=CC2=C(S1)C1(CC(NC(C1)C)C)OCC2O